C(C)(C)(C)C1=NOC(=N1)C(=O)NCC1=C(C=C(C(=C1)F)C1=CC(=NC=C1)NC(=O)C1CC1)C 3-(tert-butyl)-N-(4-(2-(cyclopropanecarboxamido)pyridin-4-yl)-5-fluoro-2-methylbenzyl)-1,2,4-oxadiazole-5-carboxamide